N(=[N+]=[N-])C1(CC(C1)(F)F)C1=NC=C(C=N1)Br 2-(1-azido-3,3-difluorocyclobutyl)-5-bromopyrimidine